FC(C(=O)O)(F)F.N[C@@H]1C[C@H](CCC1)CNC1=NN(C(=C1)C1=CC(=C(C#N)C=C1)F)C1=C(C=C(C=C1)N1CCC(CC1)OC)F 4-(3-((((1S,3S)-3-aminocyclohexyl)-methyl)amino)-1-(2-fluoro-4-(4-methoxy-piperidin-1-yl)phenyl)-1H-pyrazol-5-yl)-2-fluorobenzonitrile 2,2,2-trifluoroacetate